C1(=CC=CC=C1)S(=O)(=O)NC=1C=CC=2N(C1)C=C(N2)C(=O)OCC ethyl 6-(phenylsulfonamido)imidazo[1,2-a]pyridine-2-carboxylate